BrC1=C(C=C(C=C1)C(C(=O)O)CC=O)F (4-bromo-3-fluorophenyl)-4-oxobutanoic acid